4'-(9H-carbazol-9-yl)biphenyl-3,5-dimethanecarbonitrile C1=CC=CC=2C3=CC=CC=C3N(C12)C1=CC=C(C=C1)C1=CC(=CC(=C1)CC#N)CC#N